1-(1-(5,5-difluoro-4-(4-tert-butylphenyl)pent-4-en-1-yl)piperidin-4-yl)-1,3-dihydro-2H-benzo[d]imidazole FC(=C(CCCN1CCC(CC1)N1CNC2=C1C=CC=C2)C2=CC=C(C=C2)C(C)(C)C)F